2-propenoic acid, sodium salt [Na+].C(C=C)(=O)[O-]